sodium 4-vinylbenzoic acid C(=C)C1=CC=C(C(=O)O)C=C1.[Na]